(Z)-2-fluoro-N'-hydroxy-3-(5-(trifluoromethyl)-2,3-dihydrobenzofuran-2-yl)benzimidamide FC1=C(/C(/N)=N/O)C=CC=C1C1OC2=C(C1)C=C(C=C2)C(F)(F)F